N1C(=CC2=CC=CC=C12)C1=NC2=C(C=C(C=C2C(N1C)=O)C)[C@@H](C)N[S@](=O)C(C)(C)C (R)-N-((R)-1-(2-(1H-indol-2-yl)-3,6-dimethyl-4-oxo-3,4-dihydroquinazolin-8-yl)ethyl)-2-methylpropane-2-sulfinamide